4-(5-(2,6-dimethylphenoxy)-1-(2-hydroxy-2-methylpropyl)-3-(3-methoxypyridin-4-yl)-1H-indazol-6-yl)-N-ethyl-6-methyl-7-oxo-6,7-dihydro-1H-pyrrolo[2,3-c]pyridine-2-carboxamide CC1=C(OC=2C=C3C(=NN(C3=CC2C=2C3=C(C(N(C2)C)=O)NC(=C3)C(=O)NCC)CC(C)(C)O)C3=C(C=NC=C3)OC)C(=CC=C1)C